7-iodo-1H-imidazo[4,5-c]pyridin-6-amine IC=1C2=C(C=NC1N)N=CN2